O=C1NC(CC[C@@H]1N1CC=2C(N(C=CC2C1=O)[C@H]1COC2(CNC2)C1)=O)=O 2-((S)-2,6-dioxopiperidin-3-yl)-5-((R)-5-oxa-2-azaspiro[3.4]octan-7-yl)-3,5-dihydro-1H-pyrrolo[3,4-c]pyridine-1,4(2H)-dione